2-(6-{[(5R,7R)-5-methyl-4-azaspiro[2.5]octan-7-yl]oxy}pyridazin-3-yl)-5-[1-(2H3)methyl-1H-pyrazol-4-yl]pyridin-3-ol dihydrochloride Cl.Cl.C[C@H]1NC2(CC2)C[C@@H](C1)OC1=CC=C(N=N1)C1=NC=C(C=C1O)C=1C=NN(C1)C([2H])([2H])[2H]